[W].CNCC.CNCC bis(methylethylamine) tungsten